2-(4-chloro-1-isopropyl-1H-pyrazol-5-yl)-4-(4-(1-ethyl-4-(trifluoromethyl)-1H-imidazol-2-yl)benzyl)-4,5,6,7-tetrahydropyrazolo[1,5-a]pyrazine ClC=1C=NN(C1C1=NN2C(C(NCC2)CC2=CC=C(C=C2)C=2N(C=C(N2)C(F)(F)F)CC)=C1)C(C)C